6-[[1,3'-bipyrrolidine]-1'-yl]-N-{(1R)-1-[3-(difluoromethyl)-2-fluorophenyl]ethyl}-2-methylpyrido[3,4-d]pyrimidin-4-amine N1(CCCC1)C1CN(CC1)C1=CC2=C(N=C(N=C2N[C@H](C)C2=C(C(=CC=C2)C(F)F)F)C)C=N1